[Si](C)(C)(C(C)(C)C)OC1CCC(CC1)CCCN 3-((1r,4s)-4-((tert-butyldimethylsilyl)-oxy)cyclohexyl)propan-1-amine